N-[[3-fluoro-4-[5-(trifluoromethyl)-1,2,4-oxadiazol-3-yl]phenyl]methyl]butane-1-sulfonamide FC=1C=C(C=CC1C1=NOC(=N1)C(F)(F)F)CNS(=O)(=O)CCCC